tert-butyl 4-(((1r,4r)-4-(4-bromo-1H-indol-1-yl)cyclohexyl)methyl)piperazine-1-carboxylate BrC1=C2C=CN(C2=CC=C1)C1CCC(CC1)CN1CCN(CC1)C(=O)OC(C)(C)C